(R)-N-((6-(3-((cyclopropylmethyl)amino)piperidin-1-yl)pyridazin-3-yl)methyl)-4-oxo-4H-pyrido[1,2-a]pyrimidine-2-carboxamide C1(CC1)CN[C@H]1CN(CCC1)C1=CC=C(N=N1)CNC(=O)C=1N=C2N(C(C1)=O)C=CC=C2